C(C1=CC=CC=C1)OC=1C=C(C=CC1)C1=CC(=CC=C1)C[C@]1(C[C@H](CC1)NS(=O)(=O)C)C(=O)N (1R,3S)-1-((3'-(benzyloxy)-[1,1'-biphenyl]-3-yl)methyl)-3-(methylsulfonamido)cyclopentane-1-carboxamide